5-((2'-methyl-[1,1'-biphenyl]-4-yl)methoxy)-1H-1,2,3-triazole-4-carboxylic acid CC1=C(C=CC=C1)C1=CC=C(C=C1)COC1=C(N=NN1)C(=O)O